Cl.C(C)(C)(C)OC(=O)N[C@@H](CCCCN)C(=O)OC(C)(C)C tert-butyl N2-(tert-butoxycarbonyl)-L-lysinate hydrochloride